C12(CC3CC(CC(C1)C3)C2)CN2N=CC(=C2C)C2=C(C=3OCCN(C3N=C2)C2=NC=C(N=C2)NC=2SC3=C(N2)C=CC=C3)C(=O)OC methyl 7-(1-(adamantan-1-ylmethyl)-5-methyl-1H-pyrazol-4-yl)-4-(5-(benzo[d]thiazol-2-ylamino) pyrazin-2-yl)-3,4-dihydro-2H-pyrido[3,2-b][1,4]oxazine-8-carboxylate